COCCOCCOCCOCCOCCOCCOC1=CC=C(CCNC2=NC=3N(C(=N2)N)N=C(N3)C=3OC=CC3)C=C1 N5-(4-(2,5,8,11,14,17-Hexaoxanonadecan-19-yloxy)phenethyl)-2-(furan-2-yl)-[1,2,4]triazolo[1,5-a][1,3,5]triazine-5,7-diamine